ClC=1C=C(CN2CC=3C(N(N=CC3CC2)CC2=CC=C(C=C2)Cl)=O)C=CC1 6-(3-chlorobenzyl)-3-(4-chlorobenzyl)-5,6,7,8-tetrahydropyrido[3,4-d]pyridazin-4(3H)-one